2-(4-(isopropyl)phenyl)isonicotinic acid methyl ester COC(C1=CC(=NC=C1)C1=CC=C(C=C1)C(C)C)=O